diethylphenyl-dimethoxysilane C(C)C(O[SiH](OC)C1=CC=CC=C1)CC